7-methanesulfonyloxy-2-azaspiro[3.5]nonane-2-carboxylic acid tert-butyl ester C(C)(C)(C)OC(=O)N1CC2(C1)CCC(CC2)OS(=O)(=O)C